{2-[3-cyclohexyl-3-(trans-4-propoxy-cyclohexyl)-ureido]-thiazol-5-ylsulfanyl}-acetic acid C1(CCCCC1)N(C(NC=1SC(=CN1)SCC(=O)O)=O)[C@@H]1CC[C@H](CC1)OCCC